2-(2-(1,3-dioxolan-2-yl)ethyl)-N-(quinolin-8-yl)but-3-enamide O1C(OCC1)CCC(C(=O)NC=1C=CC=C2C=CC=NC12)C=C